ethyl (R)-1-(3-chloro-5-(2-chloro-8-methyl-8-(trifluoromethyl)-7,8-dihydro-6H-pyrazolo[1,5-a]pyrrolo[2,3-e]pyrimidine-6-carboxamido)pyridin-2-yl)-1H-pyrazole-4-carboxylate ClC=1C(=NC=C(C1)NC(=O)N1C[C@](C2=C1C=NC=1N2N=C(C1)Cl)(C(F)(F)F)C)N1N=CC(=C1)C(=O)OCC